ClC1=CN=CC(=N1)C1=CC(=NN1)C1=CC=C(NC)C=C1 4-[5-(6-chloropyrazin-2-yl)-1H-pyrazol-3-yl]-N-methylaniline